BrC1=CC=C2C=C(N(C2=C1)CC1CC1)C1=NN2C(C(=CC(=C2)C(=O)OC)OC)=C1C(=O)O 2-(6-Bromo-1-(cyclopropylmethyl)-1H-indol-2-yl)-4-methoxy-6-(methoxycarbonyl)pyrazolo[1,5-a]pyridine-3-carboxylic acid